5H-dibenzo[b,e]azepine-6,11-dione C1=CC=CC=2NC(C3=C(C(C21)=O)C=CC=C3)=O